(S)-5-(3-Benzyl-4-(methylsulfonyl)piperazin-1-yl)-3-methyl-1H-pyrazolo[3,4-c]pyridine C(C1=CC=CC=C1)[C@H]1CN(CCN1S(=O)(=O)C)C=1C=C2C(=CN1)NN=C2C